Cl.CN([C@@H]1C[C@H](CC1)N)C1=CC=C(C=C1)C(F)(F)F (1S,3S)-N1-methyl-N1-(4-(trifluoromethyl)phenyl)cyclopentane-1,3-diamine hydrochloride